C1NCCC2CCC3C(=C12)C=CC=N3 octahydropyridoisoquinoline